3-mercaptopropyl-ethoxydiethoxydimethoxysilane SCCCC(O[Si](OC)(OCC)OCC)OCC